(1-(tert-butyl)-2-oxopyrrolidin-3-yl)carbamic acid tert-butyl ester C(C)(C)(C)OC(NC1C(N(CC1)C(C)(C)C)=O)=O